OC(C)(C)C=1C=C(OC1)S(=O)(=O)NC(NC1=C2CCCC2=C(C=2CCCC12)C)=O 4-(2-Hydroxypropan-2-yl)-N-((8-methyl-1,2,3,5,6,7-hexahydro-s-indacen-4-yl)carbamoyl)furan-2-sulfonamide